(1,3-dioxoisoindolin-2-yl)(2,2-difluoroethyl)carbamic acid tert-butyl ester C(C)(C)(C)OC(N(CC(F)F)N1C(C2=CC=CC=C2C1=O)=O)=O